C(C1=CC=CC=C1)(=O)C=1C(=C(C=CC1)OC1=C(C(=CC=C1)C(C1=CC=CC=C1)=O)C(C1=CC=CC=C1)=O)C(C1=CC=CC=C1)=O bisbenzoylphenyl oxide